2-(Beta-D-glucosyl)-sn-glycerol [C@@H]1([C@H](O)[C@@H](O)[C@H](O)[C@H](O1)CO)OC(CO)CO